3-(piperazin-1-yl)piperidine-1-carboxylic acid tert-butyl ester C(C)(C)(C)OC(=O)N1CC(CCC1)N1CCNCC1